COC=1C=C2CCN(CC2=CC1NC1=NC2=CC(=CC=C2C=N1)NC1=C(C=CC(=C1)S(=O)(=O)C)C)C N~2~-(6-methoxy-2-methyl-1,2,3,4-tetrahydroisoquinolin-7-yl)-N~7~-[2-methyl-5-(methylsulfonyl)phenyl]quinazoline-2,7-diamine